C(C1=CC=CC=C1)(=O)OCCC1(CC1)N(C(=O)C1=NN(C2=C1CN(CC2)C(=O)OC(C)(C)C)COCC[Si](C)(C)C)CCOCC2=CC=CC=C2 tert-butyl 3-((1-(2-(benzoyloxy)ethyl)cyclopropyl)(2-(benzyloxy)ethyl)carbamoyl)-1-((2-(trimethylsilyl)ethoxy)methyl)-1,4,6,7-tetrahydro-5H-pyrazolo[4,3-c]pyridine-5-carboxylate